CC1(C(=C(CC=C1)C(=O)OCC)C(=O)OCC)C diethyl 3,3-dimethylcyclohexa-1,4-diene-1,2-dicarboxylate